(2S)-2-amino-3-(benzyloxy)propan-1-ol N[C@@H](CO)COCC1=CC=CC=C1